C(C)[C@]1(C(OCC=2C(N3CC=4C(=NC=5C=CC=CC5C4CCN(C(C)=O)C(C)C)C3=CC21)=O)=O)O (S)-N-(2-(4-ethyl-4-hydroxy-3,14-dioxo-3,4,12,14-tetrahydro-1H-pyrano[3',4':6,7]indolizino[1,2-b]quinolin-11-yl)ethyl)-N-isopropyl-acetamide